C(C)OC(=O)C=1N(C=C(C1)[N+](=O)[O-])CCNC 1-[2-(methylamino)ethyl]-4-nitro-pyrrole-2-carboxylic acid ethyl ester